5-((7-chloroisoquinolin-1-yl)amino)-N-(4-methoxybenzyl)pyridinecarboxamide ClC1=CC=C2C=CN=C(C2=C1)NC=1C=CC(=NC1)C(=O)NCC1=CC=C(C=C1)OC